FC(C=1C=NC(=NC1)N1CCC(CC1)C(=O)N1CCC1)(F)F 1-(1-(5-(trifluoromethyl)pyrimidin-2-yl)piperidine-4-carbonyl)azetidine